4-[[4-[[(1S)-2-hydroxy-1-phenyl-ethyl]amino]-5-(5-methyl-1,3,4-thiadiazol-2-yl)pyrimidin-2-yl]amino]-N,2-dimethyl-benzamide OC[C@H](C1=CC=CC=C1)NC1=NC(=NC=C1C=1SC(=NN1)C)NC1=CC(=C(C(=O)NC)C=C1)C